S1N=CN=C1C=1CCN(CC1)C(=O)OC(C)(C)C tert-Butyl 4-(1,2,4-thiadiazol-5-yl)-3,6-dihydropyridine-1(2H)-carboxylate